NC1=C2C(=NC=N1)N(N=C2C2=NOC(=C2C2=NC=C(C=N2)CCOCCCCO)C2CC2)C(C)C 4-(2-(2-(3-(4-amino-1-isopropyl-1H-pyrazolo[3,4-d]pyrimidin-3-yl)-5-cyclopropylisoxazol-4-yl)pyrimidin-5-yl)ethoxy)butan-1-ol